3-(1-methyl-6-(1-(piperidin-4-ylmethyl)-piperidin-4-yl)-1H-indazol-3-yl)piperidine-2,6-dione hydrochloride Cl.CN1N=C(C2=CC=C(C=C12)C1CCN(CC1)CC1CCNCC1)C1C(NC(CC1)=O)=O